CC(C=CC(=O)O)CC(CC)C 4,6-dimethyl-2-octenoic acid